3-Methyl-N-{3-[5-(oxan-4-yloxy)pyridin-2-yl]-1,2-thiazol-5-yl}pyridin-2-amine CC=1C(=NC=CC1)NC1=CC(=NS1)C1=NC=C(C=C1)OC1CCOCC1